butyl 2-(2-ethoxy-2-oxoethylidene)-7-azaspiro[3.5]nonane-7-carboxylate C(C)OC(C=C1CC2(C1)CCN(CC2)C(=O)OCCCC)=O